C(C=C)C=1OCC(N1)C 2-Allyl-4-methyl-2-oxazoline